N[C@H]1C[C@H]2[C@@H](C[C@@H]3N(C1=O)[C@@H](CC3)C(=O)N3CC(C3)C(=O)N3CCOCC3)C2 (3S,6S,7aS,8aR,9aR)-6-amino-3-(3-(morpholine-4-carbonyl)azetidine-1-carbonyl)decahydro-5H-cyclopropa[d]pyrrolo[1,2-a]azocin-5-one